4-{2,7-dichloro-8-fluoropyrido[4,3-d]pyrimidin-4-yl}-1,4-oxazepan ClC=1N=C(C2=C(N1)C(=C(N=C2)Cl)F)N2CCOCCC2